((((S)-1-(dimethylamino)-3-(2-(3-methoxyphenethyl) phenoxy) propan-2-yl) oxy) methyl) O-methyl S-((4-oxobenzo[d][1,2,3]triazin-3(4H)-yl) methyl) dithiophosphate compound with methane C.P(=O)(SCO[C@@H](CN(C)C)COC1=C(C=CC=C1)CCC1=CC(=CC=C1)OC)(OC)SCN1N=NC2=C(C1=O)C=CC=C2